(7R)-8-(1-propenylpyrrolidin-3-yl)-2-((3-chloro-2-(2-hydroxyethoxy)-5-(4-methylpiperazin-1-yl)phenyl)amino)-7-ethyl-5-methyl-7,8-dihydropteridin-6(5H)-one C(=CC)N1CC(CC1)N1[C@@H](C(N(C=2C=NC(=NC12)NC1=C(C(=CC(=C1)N1CCN(CC1)C)Cl)OCCO)C)=O)CC